C[C@H]1CC[C@@H](N(C1)C(=O)[O-])C1=CC2=CN(N=C2C=C1)[C@H]1CC(N(CC1)C)(C)C |o1:19| (2R,5S)-5-methyl-2-[2-[rel-(4R)-1,2,2-trimethyl-4-piperidyl]indazol-5-yl]piperidine-1-carboxylate